F[C@H]1C(NC(C[C@H]1O)(C)C)(C)C (3S,4R)-3-fluoro-2,2,6,6-tetramethylpiperidin-4-ol